Cl.ClC=1C=C2C(=CC=NC2=CC1)N[C@H]1CNCC1 (R)-6-chloro-N-(pyrrolidin-3-yl)quinolin-4-amine hydrochloride